O[C@@H]1COCC[C@H]1NC1=NN2C(C=N1)=CC(=C2)C(=O)N(C)C 2-(((3S,4R)-3-hydroxytetrahydro-2H-pyran-4-yl)amino)-N,N-dimethylpyrrolo[2,1-f][1,2,4]triazine-6-carboxamide